C[Si](CCOCN1N=C(C2=C1CCC2)C(=O)O)(C)C 1-((2-(trimethylsilyl)ethoxy)methyl)-1,4,5,6-tetrahydrocyclopentapyrazole-3-carboxylic acid